3,3,3-trifluoro-N-((5-fluoro-6-(thiazol-4-ylmethoxy)-1H-indol-2-yl)methyl)propanamide FC(CC(=O)NCC=1NC2=CC(=C(C=C2C1)F)OCC=1N=CSC1)(F)F